4-((2-phenoxyethyl)(4-(5,6,7,8-tetrahydro-1,8-naphthyridin-2-yl)butyl)amino)butanoic acid O(C1=CC=CC=C1)CCN(CCCC(=O)O)CCCCC1=NC=2NCCCC2C=C1